2-amino-3-methyl-6-(1-methylpyrazolo[4,3-c]pyridin-3-yl)benzimidazole-4-carbonitrile NC=1N(C2=C(N1)C=C(C=C2C#N)C2=NN(C1=C2C=NC=C1)C)C